ClC1=CC(=NC(=C1)N1[C@H](CCC1)CC)NC1=CC(=C(C(=O)O)C=C1)C (S)-4-(4-chloro-6-(2-ethylpyrrolidin-1-yl)pyridinylamino)-2-methylbenzoic acid